C1(CC1)NC(C1=C(C=C(C=C1OC)C1=CN=C2N1C=CC(=C2)C(C)(C)OCC)OC(F)F)=O N-cyclopropyl-2-(difluoromethoxy)-4-[7-(1-ethoxy-1-methyl-ethyl)imidazo[1,2-a]pyridin-3-yl]-6-methoxybenzamide